N-[(1S)-1-benzyl-2-({(1R)-3-methyl-1-[(5R)-4-oxo-5-phenyl-1,3,2-dioxaborolan-2-yl]butyl}amino)-2-oxoethyl]pyrazine-2-carboxamide C(C1=CC=CC=C1)[C@@H](C(=O)N[C@@H](CC(C)C)B1O[C@@H](C(O1)=O)C1=CC=CC=C1)NC(=O)C1=NC=CN=C1